(2S,11aR)-6-(cyclopentyloxy)-2-((2-oxo-1,2-dihydro-1,6-naphthyridin-7-yl)oxy)-2,3,11,11a-Tetrahydro-1H,5H-benzo[f]pyrrolo[2,1-c][1,4]oxazepin-5-one C1(CCCC1)OC1=CC=CC2=C1C(N1[C@@H](CO2)C[C@@H](C1)OC1=NC=C2C=CC(NC2=C1)=O)=O